3-(2-hydroxyethyl)urea OCCNC(N)=O